(1-Cyano-2-ethoxy-2-oxoethylidenamino-oxy)dimethylamino-morpholino-carbenium hexafluorophosphate F[P-](F)(F)(F)(F)F.C(#N)C(C(=O)OCC)=NO[C+](N1CCOCC1)N(C)C